O[C@H]1CC[C@@]2([C@H]3CC[C@@]4([C@H](CC[C@H]4[C@@H]3CC=C2C1)[C@@H](COC1=CC=CC(=N1)C(=O)NC)C)C)C 6-((S)-2-((3S,8S,9S,10R,13S,14S,17R)-3-hydroxy-10,13-dimethyl-2,3,4,7,8,9,10,11,12,13,14,15,16,17-tetradecahydro-1H-cyclopenta[a]phenanthren-17-yl)propoxy)-N-methylpicolinamide